ClC=1C(=NC(=NC1)NC)C1=CC=C2CN(C(C2=C1)=O)[C@@H](C(=O)N[C@H](CO)C1=NC(=CC=C1)OC)C (2R)-2-{6-[5-chloro-2-(methylamino)pyrimidin-4-yl]-1-oxo-2,3-dihydro-1H-isoindol-2-yl}-N-[(1S)-2-hydroxy-1-(6-methoxypyridin-2-yl)ethyl]propionamide